C(C)OC1=CC=C(C=N1)C1=C(C#N)C=C(C=C1)[N+](=O)[O-] 2-(6-ethoxypyridin-3-yl)-5-nitrobenzonitrile